ClC=1C=CC(=C(C1)C1=CC(=C(N=N1)C(F)(F)F)NC1=CC(=NC=C1)NC(CCN1CCN(CC1)CCC#N)=O)F N-(4-{[6-(5-chloro-2-fluorophenyl)-3-(trifluoromethyl)pyridazin-4-yl]amino}pyridin-2-yl)-3-[4-(2-cyanoethyl)piperazin-1-yl]propanamide